N-(3-((S)-1-((2-ethyl-2H-pyrazolo[3,4-b]pyrazin-6-yl)amino)ethyl)phenyl)-2-hydroxy-2-(5-methylpyridin-2-yl)acetamide C(C)N1N=C2N=C(C=NC2=C1)N[C@@H](C)C=1C=C(C=CC1)NC(C(C1=NC=C(C=C1)C)O)=O